6-[3-ethylsulfanyl-5-(trifluoromethyl)-2-pyridyl]-1-(2,2,3,3,3-pentafluoropropyl)-4H-pyrido[3,4-d][1,3]oxazin-2-one C(C)SC=1C(=NC=C(C1)C(F)(F)F)C1=CC2=C(N(C(OC2)=O)CC(C(F)(F)F)(F)F)C=N1